(2-aminoethyl)-2-[(3-hydroxyphenyl)(4-methylphenyl)amino]-acetamide NCCC(C(=O)N)N(C1=CC=C(C=C1)C)C1=CC(=CC=C1)O